Methyl 4-((2R*,5R*,6S*)-4-(3-amino-6-(2-hydroxyphenyl)pyridazin-4-yl)-5,6-dimethylmorpholin-2-yl)benzoate NC=1N=NC(=CC1N1C[C@H](O[C@H]([C@H]1C)C)C1=CC=C(C(=O)OC)C=C1)C1=C(C=CC=C1)O |o1:9,11,12|